N-[4-[4-(3-aminopropionyl)piperazine-1-carbonyl]-3-chloro-phenyl]-5-(2,3-difluoro-4-methoxy-phenyl)-1-methyl-imidazole-2-carboxamide NCCC(=O)N1CCN(CC1)C(=O)C1=C(C=C(C=C1)NC(=O)C=1N(C(=CN1)C1=C(C(=C(C=C1)OC)F)F)C)Cl